[Zn+2].[Si]([O-])([O-])([O-])[O-].[Zn+2] silicate compound with zinc